P(=O)([O-])([O-])O[C@H]1[C@H]([C@@H](O[C@@H]1CO)N1C=NC=2C(N)=NC=NC12)O.[Na+].[Na+] disodium adenosine 3'-phosphate